NC1=NC=2C=C(C(=CC2C2=C1COC2)C(=O)N(C2CCOC1=CC(=CC=C21)C(F)(F)F)CC2=NC=CC=N2)F 4-amino-7-fluoro-N-(pyrimidin-2-ylmethyl)-N-(7-(trifluoromethyl)chroman-4-yl)-1,3-dihydrofuro[3,4-c]quinolin-8-carboxamide